[Na+].C1(CCCCC1)NC1=C2C=CN=CC2=C2C(=C1)C=C(C=C2)C(=O)[O-] 5-(Cyclohexylamino)benzo[h]isoquinoline-8-carboxylic acid sodium salt